[N+](=O)([O-])C1=NNC(=C1)[N+](=O)[O-] 3,5-dinitro-1H-pyrazole